FC(OC1=C(C=C(C=C1)S(=O)(=O)C)N1N=C(C=2C=NC(=CC21)NC2=NC=CN=C2OC)C)F 1-(2-(difluoromethoxy)-5-(methylsulfonyl)phenyl)-N-(3-methoxypyrazin-2-yl)-3-methyl-1H-pyrazolo[4,3-c]pyridin-6-amine